(2S,3S)-3-(((Benzyloxy)carbonyl)amino)-2-methyl-4-oxoazetidine-1-sulfonate C(C1=CC=CC=C1)OC(=O)N[C@H]1[C@@H](N(C1=O)S(=O)(=O)[O-])C